[(3R)-4,4-Dimethyl-2-oxotetrahydrofuran-3-yl] (2S)-5,5-difluorotetrahydropyran-2-carboxylate FC1(CC[C@H](OC1)C(=O)O[C@H]1C(OCC1(C)C)=O)F